ClC1=NC=C(C(=C1C)B(O)O)F 2-CHLORO-5-FLUORO-3-PICOLINE-4-BORONIC ACID